N-(2,3-difluoro-4-((1-meth-yl-1H-benzo[d][1,2,3]triazol-5-yl)oxy)phenyl)-6-(methyl-sulfinyl)pyrimido[5,4-d]pyrimidin-4-amine FC1=C(C=CC(=C1F)OC1=CC2=C(N(N=N2)C)C=C1)NC=1C2=C(N=CN1)C=NC(=N2)S(=O)C